IC1=CN(C=2N=CN=C(C21)N)C2(CC2)C 5-iodo-7-(1-methylcyclopropyl)-7H-pyrrolo[2,3-d]pyrimidin-4-amine